tert-butyl 4-(6-isopropyl-4H-pyrrolo[3,2-d]thiazol-2-yl)piperidine-1-carboxylate C(C)(C)C1=CNC2=C1N=C(S2)C2CCN(CC2)C(=O)OC(C)(C)C